COC=1C(=CC2=C(N=C(S2)NC(CC2=CC=C(C=C2)S(=O)(=O)CCOC)=O)C1)OC N-(5,6-Dimethoxy-benzothiazol-2-yl)-2-[4-(2-methoxy-ethanesulfonyl)-phenyl]-acetamide